N-(tert-butyl)-2-(6'-bromo-1-oxo-3,4-dihydrospiro[benzo[c]azepin-5,3'-indol]-2(1H)-yl)-2-phenylacetamide C(C)(C)(C)NC(C(C1=CC=CC=C1)N1C(C2=C(C=CC=C2)C2(C=NC3=CC(=CC=C23)Br)CC1)=O)=O